7-amino-6-fluoro-2-(4-(methylsulfonyl)phenyl)-8-nitro-4H-chromen-4-one NC1=C(C=C2C(C=C(OC2=C1[N+](=O)[O-])C1=CC=C(C=C1)S(=O)(=O)C)=O)F